(E)-3-(4-methoxyphenyl)-N-(1H-pyrazol-3-yl)-N-(tetrahydrothiophen-2-ylmethyl)prop-2-enamide COC1=CC=C(C=C1)/C=C/C(=O)N(CC1SCCC1)C1=NNC=C1